C1(CCCC1)C1=NC2=NC=NC(=C2N1)NC(CC1=CC(=CC(=C1)C=1C=NSC1)F)=O N-(8-cyclopentyl-7H-purin-6-yl)-2-(3-fluoro-5-(isothiazol-4-yl)phenyl)acetamide